2-(difluoromethoxy)-4-[6-(1,1-dimethyl-2-morpholino-ethoxy)pyrazolo[1,5-a]pyridin-3-yl]-N-[(1R,2S)-2-fluorocyclopropyl]-6-methoxy-benzamide FC(OC1=C(C(=O)N[C@H]2[C@H](C2)F)C(=CC(=C1)C=1C=NN2C1C=CC(=C2)OC(CN2CCOCC2)(C)C)OC)F